(2,6-difluoro-3,5-dimethoxyphenyl)methanol (R)-1-(1-(4-(cyanomethyl)piperidin-1-yl)-1,6-dihydroimidazo[4,5-d]pyrrolo[2,3-b]pyridin-2-yl)ethylCbz-L-valinate C(#N)CC1CCN(CC1)N1C(=NC=2C1=C1C(=NC2)NC=C1)C(C)N([C@H](C(C)C)C(=O)OCC1=C(C(=CC(=C1F)OC)OC)F)C(=O)OCC1=CC=CC=C1